Cl.C(CCC(=O)O)(=O)O.C(C)(C)N(CCC1=CNC2=CC=CC=C12)C(C)C.C(C)(C)N(CCC1=CNC2=CC=CC=C12)C(C)C.Cl diisopropyltryptamine hemi-succinate hydrochloride